[O].COS(=O)(=O)[O-].C1=CC=CC2=[NH+]C3=CC=CC=C3C=C12 acridinium methyl-sulfate oxygen